NS(=N)N thiaguanidine